C(C1=CC=CC=C1)O[C@@H]1[C@H]([C@H](OC2=CC=C(C=C2)OC)O[C@@H]([C@H]1O[C@H]1[C@H](OC(C)=O)[C@@H](OCC2=CC3=CC=CC=C3C=C2)[C@H](OC(C)=O)[C@H](O1)COC(C)=O)COCC1=CC=CC=C1)N1C(C2=CC=CC=C2C1=O)=O 4-methoxyphenyl 3,6-di-O-benzyl-2-deoxy-2-(1,3-dioxo-1,3-dihydro-2H-isoindole-2-yl)-4-O-{2,4,6-tri-O-acetyl-3-O-[(naphthalen-2-yl)methyl]-β-D-glucopyranosyl}-β-D-glucopyranoside